CN1N=C(C=C1S(=O)(=O)N1CC2(C1)C[C@H](CC2)N2CCOCC2)C (S)-4-(2-((1,3-dimethyl-1H-pyrazol-5-yl)sulfonyl)-2-azaspiro[3.4]octan-6-yl)morpholine